O=C1NC(CCC1NC(=O)C1=NC=C(C=C1)C1CCNCC1)=O N-(2,6-dioxopiperidin-3-yl)-5-(piperidin-4-yl)pyridinecarboxamide